1-fluoro-N-(5-((5-methoxypyridin-2-yl)ethynyl)-8-(methylamino)-2,7-naphthyridin-3-yl)cyclopropane-1-carboxamide FC1(CC1)C(=O)NC=1N=CC2=C(N=CC(=C2C1)C#CC1=NC=C(C=C1)OC)NC